CN(S(=O)(=O)C)C1=C(C=CC=C1)CNC1=NC(=NC=C1C(F)(F)F)NC1=CC=C(C=C1)CNC N-methyl-N-[2-({[2-({4-[(methylamino)methyl]phenyl}amino)-5-(trifluoromethyl)pyrimidin-4-yl]amino}methyl)phenyl]methanesulfonamide